4-(3-methyloxetan-3-yl)-2-(6-azaspiro[2.5]octan-6-yl)benzoic acid CC1(COC1)C1=CC(=C(C(=O)O)C=C1)N1CCC2(CC2)CC1